1-methylpiperidine-2-carboxamide CN1C(CCCC1)C(=O)N